FC1=C(C=CC=C1S(=O)(=O)C(F)(F)F)C(C)=O 1-(2-fluoro-3-((trifluoromethyl)sulfonyl)benzeneYl)ethan-1-one